FC1=CC2=C(N(C(C(N2C)=O)=O)C2CCN(CC2)C(C2=CC=C(C=C2)OC(F)(F)F)=O)N=C1 7-fluoro-1-methyl-4-(1-(4-(trifluoromethoxy)benzoyl)piperidin-4-yl)-1,4-dihydropyrido[2,3-b]pyrazine-2,3-dione